FC([C@H]1CN(CC1)C1=CC=C(C=N1)C1CN(C1)C(=O)OC(C)(C)C)(F)F tert-butyl 3-[6-[(3R)-3-(trifluoromethyl)pyrrolidin-1-yl]-3-pyridyl]azetidine-1-carboxylate